C(OCC12CNCC(CC1)N2C(=O)[O-])([2H])([2H])[2H] 1-((methoxy-d3)methyl)-3,8-diazabicyclo[3.2.1]octan-8-carboxylate